FC(C(CC(=O)C=1C(=NC=CC1)OC)=O)(F)F 4,4,4-trifluoro-1-(2-methoxypyridin-3-yl)butane-1,3-dione